acetylaminodeoxyglucosamine phosphate P(=O)(O)(O)O.C(C)(=O)NC1[C@H](N)[C@@H](O)[C@H](O)[C@H](O1)CO